O=C1OC2=CC=CC=C2C=C1C(=O)OCC#N Cyanomethyl 2-oxo-2H-chromene-3-carboxylate